Tert-butyl (3aS,6aS)-5-(4-(2-(2-aminopyridin-3-yl)-5-phenyl-3H-imidazo[4,5-b]pyridin-3-yl)benzyl)hexahydropyrrolo[3,4-c]pyrrole-2(1H)-carboxylate NC1=NC=CC=C1C1=NC=2C(=NC(=CC2)C2=CC=CC=C2)N1C1=CC=C(CN2C[C@@H]3[C@@H](C2)CN(C3)C(=O)OC(C)(C)C)C=C1